(R)-4-(3-(benzofuran-2-yl)phenyl)-3-(2-hydroxyethyl)-N2-isopropyl-1,3-dihydro-2H-pyrrolo[3,4-c]pyridine-2,6-dicarboxamide O1C(=CC2=C1C=CC=C2)C=2C=C(C=CC2)C2=NC(=CC1=C2[C@H](N(C1)C(=O)NC(C)C)CCO)C(=O)N